FC=1C(=NC(=NC1)OC1CNCC1)N1CCOCC1 3-((5-fluoro-4-morpholinopyrimidin-2-yl)oxy)pyrrolidin